(S)-2-(tetrahydrofuran-3-yl)quinoline-6-carbaldehyde O1C[C@@H](CC1)C1=NC2=CC=C(C=C2C=C1)C=O